3-((12-(4-fluorophenyl)dodec-11-yn-1-yl)thio)propyl hydrogen ((((R)-1-(6-amino-9H-purin-9-yl)propan-2-yl)oxy)methyl)phosphonate NC1=C2N=CN(C2=NC=N1)C[C@@H](C)OCP(OCCCSCCCCCCCCCCC#CC1=CC=C(C=C1)F)(O)=O